1,2,3-propane-tricarboxamide C(C(CC(=O)N)C(=O)N)C(=O)N